C(#C)C1(C(CCCC1)O)O 1-Ethynyl-1,2-cyclohexanediol